4-(((R)-3-((R)-3-amino-2-methylenebutanamido)piperidin-1-yl)methyl)-N-(4-(4-morpholino-7H-pyrrolo[2,3-d]pyrimidin-6-yl)phenyl)picolinamide trifluoroacetate FC(C(=O)O)(F)F.N[C@@H](C(C(=O)N[C@H]1CN(CCC1)CC1=CC(=NC=C1)C(=O)NC1=CC=C(C=C1)C1=CC2=C(N=CN=C2N2CCOCC2)N1)=C)C